FC(C1=CC=CC(=N1)C1=NC(=NC(=N1)NC1=CC(=NC=C1)C(F)(F)F)NC1(CC1)CO)(F)F [1-[4-(6-Trifluoromethyl-pyridin-2-yl)-6-(2-trifluoromethyl-pyridin-4-ylamino)-[1,3,5]triazin-2-ylamino]-cyclopropyl]-methanol